O1C(=NC2=C1C=CC=C2)C=2C=CC(=C(C2)O)C(C)C 5-(Benzooxazol-2-yl)-2-isopropylphenol